5-(3-buten-1-yl)-5,7,9,9,13-pentamethyl-4,6-dioxatetracyclo[6.5.1.01,10.03,7]tetradecane C(CC=C)C1(OC2CC34C(C(C(C2(O1)C)C4)(C)C)CCC3C)C